2-bromo-3-chloro-1-fluoro-4-nitrobenzene BrC1=C(C=CC(=C1Cl)[N+](=O)[O-])F